ClC=1C=C2C(=NC(=NC2=C(C1C=1C(=CC=C2C=NN(C12)C)C)F)N1CC(C1)N(C)C)N1C[C@@H](N(C[C@@H]1C)C(C=C)=O)C 1-((2S,5S)-4-((S)-6-chloro-7-(1,6-dimethyl-1H-indazol-7-yl)-2-(3-(dimethylamino)azetidin-1-yl)-8-fluoroquinazolin-4-yl)-2,5-dimethylpiperazin-1-yl)prop-2-en-1-one